(+-)-8,8-dimethyl-1,2,3,4,5,6,7,8-octahydro-2-naphthalenecarboxaldehyde CC1(CCCC=2CC[C@H](CC12)C=O)C |r|